OC1(CCN(CC1)C(C[C@@H](C)C1=CC=CC=C1)=O)CN1C=NC(=CC1=O)C#CC1=CC=CC=C1 (R)-3-((4-Hydroxy-1-(3-phenylbutanoyl)piperidin-4-yl)methyl)-6-(phenylethynyl)pyrimidin-4(3H)-one